ClC=1C(=NC2=CC=C(C=C2C1)C=1C=C(C=CC1)CO)N1CCNCC1 [3-(3-chloro-2-piperazin-1-yl-6-quinolyl)phenyl]methanol